C1=C(C=CC2=CC=CC=C12)CC(C(CCCC(CCCCC(CCCC(C)C)C)C)C)CC1=CC2=CC=CC=C2C=C1 Bis(naphthalen-2-ylmethyl)(2E,4E,6E,8E,10E,12E,14E)-2,6,11,15-tetramethylhexadecane